C(C)(C)(C)OC(=O)N1C(=CC=C1C)B(O)O (1-(tert-butoxycarbonyl)-5-methyl-1H-pyrrol-2-yl)boronic acid